N-methyl-ammonium nitrate [N+](=O)([O-])[O-].C[NH3+]